ClC=1C=C(C=CC1Cl)NC(=O)NC1=CC=C(C=C1)N1CCN(CC1)C 1-(3,4-Dichloro-phenyl)-3-[4-(4-methyl-piperazin-1-yl)-phenyl]-urea